ClC1=CC(=C(C=C1)C(C)N1C[C@@H](N(C[C@H]1C)C1=CC(N(C=2C=CC(=NC12)C#N)C)=O)C)F 8-((2s,5r)-4-(1-(4-chloro-2-fluorophenyl)ethyl)-2,5-dimethylpiperazin-1-yl)-5-methyl-6-oxo-5,6-dihydro-1,5-naphthyridine-2-carbonitrile